(R)-2-(2-chloro-4-(3-methylmorpholinyl)thieno[3,2-d]Pyrimidin-7-yl)benzoic acid methyl ester COC(C1=C(C=CC=C1)C1=CSC2=C1N=C(N=C2N2[C@@H](COCC2)C)Cl)=O